CC1=CC=CC(=N1)C1=NC2=C(N1C1=CC=NC3=CC=C(C=C13)C(=O)N)CCC2 4-(2-(6-methylpyridin-2-yl)-5,6-dihydro-cyclopenta[d]imidazole-1(4H)-yl)quinoline-6-carboxamide